CN(C(=O)C=1C=CC(=NC1)C=1C=NC=CC1)C 5-(dimethylcarbamoyl)-[2,3'-bipyridine]